BrC=1C=CC(=C(C1)N(C([C@H](CO)NC(C1=CC=CC=C1)(C1=CC=CC=C1)C1=CC=CC=C1)=O)C)F (S)-N-(5-bromo-2-fluorophenyl)-3-hydroxy-N-methyl-2-(tritylamino)propanamide